FC1=CC=C(OC2=NC=CC=C2NS(=O)(=O)C2=CC=C(C=C2)NC(NCC=2C=NC=CC2)=O)C=C1 3-(4-{[2-(4-fluorophenoxy)pyridin-3-yl]sulfamoyl}phenyl)-1-(pyridin-3-ylmethyl)urea